ClC=1C=C(C=CC1)NC(C1=CC=C(C=C1)C1CCNCC1)=O N-(3-chlorophenyl)-4-piperidin-4-yl-benzamide